(3aS,6S,6aS)-6-(((tert-butyldimethylsilyl)oxy)methyl)-2,2-dimethyltetrahydrofuro[3,4-d][1,3]dioxol-4-ol [Si](C)(C)(C(C)(C)C)OC[C@@H]1OC([C@@H]2[C@H]1OC(O2)(C)C)O